BrC1OC(C2=CC(=CC=C12)Br)=O 3,6-dibromo-isobenzofuran-1(3H)-one